C(C)(C)(C)OC(=O)N1CCN(CC1)C=1C=CC2=C(C=C(O2)C(=O)OCC)C1Cl 4-(4-chloro-2-ethoxycarbonyl-benzofuran-5-yl)-piperazine-1-carboxylic acid tert-butyl ester